4-bromo-N-(1-methylcyclobutyl)benzenesulfonamide BrC1=CC=C(C=C1)S(=O)(=O)NC1(CCC1)C